CN(C1=CC=C(C=C1)C1=CC=C2C=NC(=NN21)NC=2C=CC(=NC2)N2CCN(CC2)CCCCCOC2=C1C(N(C(C1=CC=C2)=O)C2C(NC(CC2)=O)=O)=O)C 4-((5-(4-(5-((7-(4-(dimethylamino)phenyl)pyrrolo[2,1-f][1,2,4]triazine-2-yl)amino)pyridin-2-yl)piperazin-1-yl)pentyl)oxy)-2-(2,6-dioxopiperidin-3-yl)isoindolin-1,3-dione